C[C@@H]1OCCOCCN2N=CC(C3=NNC=4C=CC(O[C@H]1C)=CC34)=C2 (12S,13S)-12,13-dimethyl-8,11,14-trioxa-4,5,19,20-tetraazatetracyclo[13.5.2.12,5.018,21]tricosa-1(20),2(23),3,15(22),16,18(21)-hexaene